4,6-diphenylphosphinodibenzofuran C1(=CC=CC=C1)PC1=CC=CC2=C1OC1=C2C=CC=C1PC1=CC=CC=C1